ClC=1C=C(NC2(CCC3(C(=C(C4=CC=CC=C34)CC)C)CC2)C(=O)O)C=CC1 (1s,4s)-4-(3-Chloroanilino)-3'-ethyl-2'-methyl-spiro[cyclohexane-1,1'-indene]-4-carboxylic acid